2-chloro-4-(2-methoxy-5-(2-((S)-2-methylazetidin-1-yl)-6,7-dihydro-5H-cyclopenta[d]pyrimidin-4-yl)phenylsulfonimidoyl)benzonitrile ClC1=C(C#N)C=CC(=C1)S(=O)(=N)C1=C(C=CC(=C1)C=1C2=C(N=C(N1)N1[C@H](CC1)C)CCC2)OC